3-(5''-bromodispiro[cyclopropane-1,1'-cyclohexane-4',3''-indoline]-1''-carbonyl)-N-(1-cyclopropylethyl)benzenesulfonamide BrC=1C=C2C3(CN(C2=CC1)C(=O)C=1C=C(C=CC1)S(=O)(=O)NC(C)C1CC1)CCC1(CC3)CC1